tert-Butyl (2-fluoro-5-iodobenzyl)carbamate FC1=C(CNC(OC(C)(C)C)=O)C=C(C=C1)I